C1(CCCCC1)CC1C(N(C(CO1)C1=CC=C(C=C1)OC)C(=O)N)(C)C (cyclohexylmethyl)-5-(4-methoxyphenyl)-3,3-dimethylmorpholine-4-carboxamide